tert-pentylcyclohexyl acetate C(C)(=O)OC1(CCCCC1)C(C)(C)CC